C(CCCCCCC)P(S)(O)O.P(OCCCCCCCC)(O)(O)=S monooctyl phosphorothioate (monooctylthiophosphite)